4-bromo-5-cyclopropyl-7-methyl-1H-indole BrC1=C2C=CNC2=C(C=C1C1CC1)C